methyl 2-(5-chloro-3-hydroxy-2-(3-methyl-but-1-en-2-yloxy)benzylideneamino)-3-meth-ylbutanoate ClC=1C=C(C(=C(C=NC(C(=O)OC)C(C)C)C1)OC(=C)C(C)C)O